dodecene-9-ene-4,5-dicarboxylic anhydride C=CCC1C(CCCC=CCC)C(=O)OC1=O